tert-butyl (1r,4r)-4-(5-((1-cyclopropyl-2-oxo-1,2-dihydropyridin-3-yl)carbamoyl)-6-methoxy-2H-indazol-2-yl)cyclohexane-1-carboxylate C1(CC1)N1C(C(=CC=C1)NC(=O)C1=CC2=CN(N=C2C=C1OC)C1CCC(CC1)C(=O)OC(C)(C)C)=O